maleimidovaleric acid C1(C=CC(N1C(C(=O)O)CCC)=O)=O